Tert-butyl (2-(3-(4-methylpiperazine-1-carbonyl)-5-((4-(pyridin-2-yl)thiazol-2-yl)carbamoyl)phenoxy)ethyl)carbamate CN1CCN(CC1)C(=O)C=1C=C(OCCNC(OC(C)(C)C)=O)C=C(C1)C(NC=1SC=C(N1)C1=NC=CC=C1)=O